NC1=C(C=C(C=N1)C1=CC=C(C=C1)O)C1=CC(=C(C(=C1)OC)OC)OC 4-[6-amino-5-(3,4,5-trimethoxyphenyl)-3-pyridyl]phenol